4-(benzyloxy)-7-bromobenzo[d]oxazole-2-thiol C(C1=CC=CC=C1)OC1=CC=C(C2=C1N=C(O2)S)Br